S1C(=NC2=C1C=CC=C2)NC2=C(C1=C(N=N2)N(CCC1)C=1SC(=C(N1)C(=O)O)CCCOC1=C(C=C(C=C1)CCCN1CCCCC1)F)C [3-(1,3-benzothiazol-2-ylamino)-4-methyl-6,7-dihydro-5H-pyrido[2,3-c]pyridazin-8-yl]-5-[3-[2-fluoro-4-[3-(1-piperidinyl)propyl]phenoxy]propyl]thiazole-4-carboxylic acid